NC1=NC(=C(C=C1C=1C=C2CCNC(C2=CC1F)=O)C1=CC=C(C=C1)OCC1CC1)F 6-(2-amino-5-(4-(cyclopropylmethoxy)phenyl)-6-fluoropyridin-3-yl)-7-fluoro-3,4-dihydroisoquinolin-1(2H)-one